1,2-bis(2-amino-phenoxy)ethaneN NC1=C(OC=COC2=C(C=CC=C2)N)C=CC=C1